C(C)(C)(C)C1=CC=2C(C3=CC(=CC(=C3OC2C(=C1)P(C1=CC=CC=C1)C1=C(C=CC=C1)C(C)C)P(C1=CC=CC=C1)C1=C(C=CC=C1)C(C)C)C(C)(C)C)(C)C (1s,1'S)-(+)-(2,7-di-tert-butyl-9,9-dimethyl-9H-xanthene-4,5-diyl)bis((2-isopropylphenyl)(phenyl)phosphine)